ClC1=C(C(=O)N(C)C)C=CC(=C1)C=1S(C=NN1)C=1CCN(CC1)C(C(C(F)(F)F)(C1=CC=CC=C1)O)=O 2-chloro-N,N-dimethyl-4-(S-(1-(3,3,3-trifluoro-2-hydroxy-2-phenylpropanoyl)-1,2,3,6-tetrahydropyridin-4-yl)-1,3,4-thiadiazol-2-yl)benzamide